IC1=C2C=CC=NC2=C(C=C1)NC(C(CC=C)C=C)=O N-(5-iodoquinolin-8-yl)-2-vinyl-pent-4-enamide